C(C)(C)(C)C=1OC=C(N1)C(=O)NCC1=C(C=C(C=C1)C1=NC=NN2C1=CC(=C2)N2C[C@@H](OCC2)C)C (S)-2-(tert-butyl)-N-(2-methyl-4-(6-(2-methylmorpholino)pyrrolo[2,1-f][1,2,4]triazin-4-yl)benzyl)oxazole-4-carboxamide